4-amino-2-(6-(3-(2-hydroxyprop-2-yl)pyrrolidin-1-yl)-3-methylpyrazin-2-yl)-6-(thiazol-2-yl)nicotinonitrile hydrochloride Cl.NC1=CC(=NC(=C1C#N)C1=NC(=CN=C1C)N1CC(CC1)C(C)(C)O)C=1SC=CN1